C1(CCCC1)N1C=CNC=2C(NC(NC12)(N)NC1=CC=C(C=C1)S(=O)(=O)C)=O 8-cyclopentyl-2-((4-(methylsulfonyl)phenyl)amino)-5,8-dihydropterin